ClC1=C(C(=O)[O-])C(=CC(=C1)Cl)Cl 2,4,6-trichlorobenzoate